O1C(=CC=C1C#N)C#N 5-furandimethanonitrile